(Z)-4-cyclobutyl-3-(3,5-difluorophenyl)-4-oxo-but-2-enoic acid ethyl ester C(C)OC(\C=C(/C(=O)C1CCC1)\C1=CC(=CC(=C1)F)F)=O